2,4,4-Trimethylhexandiamin CC(C(N)N)CC(CC)(C)C